(R)-4-(7-(3-aminopiperidine-1-yl)-3-(4-(diethylamino)phenyl)-3H-imidazo[4,5-b]pyridine-2-yl)-2-fluorobenzonitrile N[C@H]1CN(CCC1)C1=C2C(=NC=C1)N(C(=N2)C2=CC(=C(C#N)C=C2)F)C2=CC=C(C=C2)N(CC)CC